The molecule is a beta-carboline alkaloid isolated from Stellaria dichotoma var. lanceolata. S It has a role as a plant metabolite. It is a beta-carboline alkaloid, an organic heterotricyclic compound, a monocarboxylic acid amide, an aromatic ketone and a methyl ester. CC(=O)C1=C2C(=CC(=N1)C(=O)N/C=C/C(=O)OC)C3=CC=CC=C3N2